CC1(COCOC1)C(=O)O 5-METHYL-1,3-DIOXANE-5-CARBOXYLIC ACID